(racemic)-6-hydroxy-1-methyl-1,2,3,4-tetrahydroisoquinolin-2-ium bromide [Br-].OC=1C=C2CC[NH2+][C@@H](C2=CC1)C |r|